2-chloro-4-(isopropylamino)pyrimidine-5-carboxylic acid ClC1=NC=C(C(=N1)NC(C)C)C(=O)O